NC(C)(C)CCC=1N=NN(C1)CCCCCCCCCC 2-amino-2-(2-(1-decyl-1H-1,2,3-triazol-4-yl)ethyl)propane